ClC1=CC=C(C=C1)C=1C(=C(SC1)NC(C1=C(C(=CC=C1)Cl)Cl)=O)C(=O)O 4-(4-chlorophenyl)-2-(2,3-dichlorobenzamido)thiophene-3-carboxylic acid